dimethoxydichloropropyl-silane CO[SiH](CCC(Cl)Cl)OC